lithium alloyl-lithium silicon [Si].C(C=C)(=O)[Li].[Li]